6-anilinoquinoline-5,8-quinone N(C1=CC=CC=C1)C=1C(C=2C=CC=NC2C(C1)=O)=O